sodium potassium 2,2-diphenylmalonate C1(=CC=CC=C1)C(C(=O)[O-])(C(=O)[O-])C1=CC=CC=C1.[K+].[Na+]